N[C@@H](C(=O)N1CCN(CC1)C(C1=C(C=C(C=C1)NC=1C=2N(C=CN1)C(=CN2)C=2C(=NN(C2)CC(F)F)C(F)F)CC)=O)C(C)C (R)-2-amino-1-(4-(4-((3-(1-(2,2-difluoroethyl)-3-(difluoromethyl)-1H-pyrazol-4-yl)imidazo[1,2-a]pyrazin-8-yl)amino)-2-ethylbenzoyl)piperazin-1-yl)-3-methylbutan-1-one